2-[4-(hydroxymethyl)cyclohexyl]-1,3-Benzothiazole-5-carboxylic acid methyl ester COC(=O)C=1C=CC2=C(N=C(S2)C2CCC(CC2)CO)C1